C1(CCC1)C12C([C@](N(CC1)CC2)(COC)CO)=O (1S,2R,4S)-4-cyclobutyl-2-(hydroxymethyl)-2-(methoxymethyl)quinuclidin-3-one